C(C)OCOC(C(=C)F)=O α-fluoroacrylic acid ethoxymethyl ester